C(C)(C)(C)OC(N[C@H]1CN(CCC1)C(=O)C1=CC2=C(N(C(=N2)C2=CC3=C(N2CCOC)SC=C3)C)C(=C1)OC)=O (R)-(1-(7-methoxy-2-(6-(2-methoxyethyl)-6H-thieno[2,3-b]pyrrol-5-yl)-1-methyl-1H-benzo[d]imidazole-5-carbonyl)piperidin-3-yl)carbamic acid tert-butyl ester